S1SCC=CC1 3,6-dihydro-1,2-dithiine